lithium 5-(3-cyclopropylphenoxy)-3-methoxy-pyridazine-4-carboxylate C1(CC1)C=1C=C(OC=2C(=C(N=NC2)OC)C(=O)[O-])C=CC1.[Li+]